ClC=1C(=C(C=CC1Cl)NC=1C2=C(N=CN1)C=CC(=N2)N2CC1(CN(C1)C(=O)OC(C)(C)C)C2)F tert-Butyl 6-(4-((3,4-dichloro-2-fluorophenyl)amino)pyrido[3,2-d]pyrimidin-6-yl)-2,6-diazaspiro[3.3]heptane-2-carboxylate